[N+](=[N-])=C1C(C2=CC=C(C=C2C12C1=CC=C(C=C1OC=1C=C(C=CC21)N2CC(C2)C(=O)N2CCN(CC2)C)N2CC(C2)C(=O)N2CCN(CC2)C)C(=O)N)=O 2-diazo-3',6'-bis(3-(4-methylpiperazine-1-carbonyl)azetidin-1-yl)-3-oxo-2,3-dihydrospiro[indene-1,9'-xanthene]-6-carboxamide